6-(cyclopropanecarboxamido)-4-((3-methoxy-4-(2-methyl-2H-1,2,3-triazol-4-yl)pyridin-2-yl)amino)pyridazine-3-carboxylic acid C1(CC1)C(=O)NC1=CC(=C(N=N1)C(=O)O)NC1=NC=CC(=C1OC)C1=NN(N=C1)C